C1(=CC(=CC=C1)[Si](OC)(OC)C=1C=C(C=CC1)C)C bis-m-tolyldimethoxysilane